(S)-3-(3-(4-hydroxy-1,6-dimethyl-2-oxo-1,2-dihydropyridin-3-yl)ureido)-3-(5-methoxy-3'-(trifluoromethoxy)biphenyl-3-yl)propanoic acid OC1=C(C(N(C(=C1)C)C)=O)NC(N[C@@H](CC(=O)O)C=1C=C(C=C(C1)OC)C1=CC(=CC=C1)OC(F)(F)F)=O